3-fluoro-4-((4-(1-(2-hydroxy-2-methylpropyl)-1H-pyrazol-4-yl)-5-(trifluoromethyl)pyrimidin-2-yl)amino)benzenesulfonamide FC=1C=C(C=CC1NC1=NC=C(C(=N1)C=1C=NN(C1)CC(C)(C)O)C(F)(F)F)S(=O)(=O)N